O=C(CC1=NOC(=N1)[C@H]1N(CCCC1)C(=O)OC(C)(C)C)NC1=CC=CC=C1 tert-butyl (S)-2-(3-(2-oxo-2-(phenylamino) ethyl)-1,2,4-oxadiazol-5-yl)piperidine-1-carboxylate